N-[4-chloro-2-[[(1S)-3-(methylamino)-1-[[(3S,5R)-5-methyl-2-oxo-pyrrolidin-3-yl]methyl]-2,3-dioxo-propyl]carbamoyl]phenyl]-6-(trifluoromethyl)pyridine-3-carboxamide ClC1=CC(=C(C=C1)NC(=O)C=1C=NC(=CC1)C(F)(F)F)C(N[C@H](C(C(=O)NC)=O)C[C@H]1C(N[C@@H](C1)C)=O)=O